OC1=C(C=C(C=C1)NC(=O)C=1C=NN(C1)C1=CC(=CC=C1)C(F)(F)F)S(=O)(=O)C N-(4-hydroxy-3-(methylsulfonyl)phenyl)-1-(3-(trifluoromethyl)phenyl)-1H-pyrazole-4-carboxamide